C(C1=CC=CC=C1)[N+](C)(C)C.C(=O)([O-])C(S(=O)(=O)[O-])(F)F.C(C1=CC=CC=C1)[N+](C)(C)C carboxydifluoromethanesulfonic acid benzyltrimethylammonium salt